N-(8,1'-Dihydroxy-[1,2']binaphthalenyl-4'-yl)-4-methoxy-benzenesulfonamide OC=1C=CC=C2C=CC=C(C12)C1=C(C2=CC=CC=C2C(=C1)NS(=O)(=O)C1=CC=C(C=C1)OC)O